(R)-N-(4,4-difluoro-1-methylpyrrolidin-3-yl)-5-(1-(3,3-difluorocyclobutyl)-1H-benzo[d][1,2,3]triazol-6-yl)-4-methoxypyrrolo[2,1-f][1,2,4]triazin-2-amine FC1([C@@H](CN(C1)C)NC1=NN2C(C(=N1)OC)=C(C=C2)C=2C=CC1=C(N(N=N1)C1CC(C1)(F)F)C2)F